(1s,3s)-3-(benzo[d]thiazol-4-yl)cyclobutyl(4-nitrophenyl) carbonate C(OC1=C(C=C(C=C1)[N+](=O)[O-])C1CC(C1)C1=CC=CC2=C1N=CS2)([O-])=O